2-{4-[4-chloro-6-(6-ethynyl-4-methoxypyridin-3-yl)-7-methyl-7H-pyrrolo[2,3-d]pyrimidin-5-yl]-2-fluorophenoxy}-4-methylpyrimidine ClC=1C2=C(N=CN1)N(C(=C2C2=CC(=C(OC1=NC=CC(=N1)C)C=C2)F)C=2C=NC(=CC2OC)C#C)C